ClC1=CC=C(C=C1)N1CCN(CC1)CCCNS(=O)(=O)C1=CC=C(C=C1)C1=CC=CC=C1 N-(3-(4-(4-chlorophenyl)piperazin-1-yl)propyl)-[1,1'-biphenyl]-4-sulfonamide